BrC=1C=C(C=NC1)NC=C1C(OC(OC1=O)(C)C)=O 5-(((5-Bromopyridin-3-yl)amino)methylene)-2,2-dimethyl-1,3-dioxane-4,6-dione